phenyliodonium tetrakis(pentafluorophenyl)borate FC1=C(C(=C(C(=C1[B-](C1=C(C(=C(C(=C1F)F)F)F)F)(C1=C(C(=C(C(=C1F)F)F)F)F)C1=C(C(=C(C(=C1F)F)F)F)F)F)F)F)F.C1(=CC=CC=C1)[IH+]